BrC1=C(C=C(C(=O)N2CC3=C(C(N(C=4N3N=C(C4CC(C)C)[2H])C4=CC=C(C(=O)NC)C=C4)=O)C[C@@H]2C)C=C1)C(F)(F)F (S)-4-(8-(4-bromo-3-(trifluoromethyl)benzoyl)-3-isobutyl-7-methyl-5-oxo-6,7,8,9-tetrahydropyrazolo[1,5-a]pyrido[4,3-e]pyrimidin-4(5H)-yl-2-d)-N-methylbenzamide